4,4'-(hexafluoro-isopropylidene)diphthalic acid FC(C(C(F)(F)F)(C=1C=C(C(C(=O)O)=CC1)C(=O)O)C=1C=C(C(C(=O)O)=CC1)C(=O)O)(F)F